C(C)(C)(C)C1C(CCCC1)NC(=O)CC(C(CC(=O)NC1C(CCCC1)C(C)(C)C)C(=O)NC1C(CCCC1)C(C)(C)C)C(=O)NC1C(CCCC1)C(C)(C)C 1,2,3,4-butanetetracarboxylic acid tetrakis(2-tert-butylcyclohexylamide)